C(C=C)C=1C=NC=CC1OCC1=CC=CC=C1 3-allyl-4-(benzyloxy)pyridine